1-((1R,4R)-2,5-diazabicyclo[2.2.1]heptan-2-yl)ethan-1-one [C@H]12N(C[C@H](NC1)C2)C(C)=O